1-(cyclopropylmethyl)-6-[3-(dimethylamino)phenyl]-3H-imidazo[4,5-b]Pyridine C1(CC1)CN1CNC2=NC=C(C=C21)C2=CC(=CC=C2)N(C)C